OC1(N(CCC1)C)CCC1(N(CCC1)C)O 1,2-bis(2-hydroxy-N-methylpyrrolidyl)ethane